FC=1C=C(CC2(CCC2)CNC(=O)C2=NOC(N2)=O)C=CC1F N-((1-(3,4-difluorobenzyl)cyclobutyl)methyl)-5-oxo-4,5-dihydro-1,2,4-oxadiazole-3-carboxamide